B(CCCCC)(O)O N-PENTYLBORONIC ACID